8-((6-chloropyridin-3-yl)methyl)-3-(4,4-difluorobut-3-en-1-yl)pyrido[2,3-d]pyrimidine-2,4(3H,8H)-dione ClC1=CC=C(C=N1)CN1C=CC=C2C1=NC(N(C2=O)CCC=C(F)F)=O